2-[[4-[[methyl-(1-methylpiperidin-4-yl)carbamoyl]methyl]-6-(4-sulfamoylbenzylamino)-2-pyrimidinyl]amino]-4-methyl-5-thiazolecarboxylic acid ethyl ester C(C)OC(=O)C1=C(N=C(S1)NC1=NC(=CC(=N1)CC(N(C1CCN(CC1)C)C)=O)NCC1=CC=C(C=C1)S(N)(=O)=O)C